1-chloro-3-iodobenzene-2,5,6-d3 ClC1=C(C(=CC(=C1[2H])[2H])I)[2H]